3-(5-(difluoromethyl)-1,3,4-thiadiazol-2-yl)-N-(1-(difluoromethyl)cyclopropyl)-8-(2-oxa-7-azaspiro[3.5]nonan-7-yl)imidazo[1,2-a]pyridine-6-sulfonamide FC(C1=NN=C(S1)C1=CN=C2N1C=C(C=C2N2CCC1(COC1)CC2)S(=O)(=O)NC2(CC2)C(F)F)F